CN1C=CC=2C1=NC(=CC2)OC2=C(C=CC=C2)C2=CC(=CC=C2)C 1-methyl-6-(3'-methylbiphenyl-2-yloxy)-1H-pyrrolo[2,3-b]pyridine